(4S)-4-propan-2-yl-2-[3-[(4S)-4-propan-2-yl-4,5-dihydro-1,3-oxazol-2-yl]phenyl]-4,5-dihydro-1,3-oxazol CC(C)[C@@H]1N=C(OC1)C1=CC(=CC=C1)C=1OC[C@@H](N1)C(C)C